C(C1=CC=CC=C1)OC1=C2C(=C(N(C2=CC(=C1)F)C1=CC=C(C=C1)F)C1CCOCC1)I 4-benzyloxy-6-fluoro-1-(4-fluorophenyl)-3-iodo-2-tetrahydropyran-4-yl-indole